C(#N)C=1C=C2C(=NC1)N(N=C2)C2=CC(=C(C=N2)C(=O)NCC(C(OCCOCCOCCOCCOCC(=O)OCC)(C)C)F)NC2CC2 1-Ethyl 2-[2-[2-[2-[2-[3-[[6-(5-cyanopyrazolo[3,4-b]pyridin-1-yl)-4-(cyclopropylamino) pyridine-3-carbonyl]amino]-2-fluoro-1,1-dimethylpropoxy]ethoxy]ethoxy]ethoxy]ethoxy]acetate